4-(4-(6-chloroimidazo[1,2-b]pyridazin-3-yl)benzyl)morpholine ClC=1C=CC=2N(N1)C(=CN2)C2=CC=C(CN1CCOCC1)C=C2